BrC=1C=C(SC1C)C(=O)O 4-bromo-5-methylthiophene-2-carboxylic acid